ClC1=C(C(=O)N[C@H](C(=O)O)CC2=CC=C(C=C2)N2C(N(C3=C2C=CC(=C3)N(C)C)C)=O)C(=CC=C1)F (S)-2-(2-chloro-6-fluorobenzoylamino)-3-(4-(5-(dimethylamino)-3-methyl-2-oxo-2,3-dihydro-1H-benzo[d]imidazol-1-yl)phenyl)propanoic acid